(3-Chloro-4-fluorophenyl)-1-(3,5-dimethoxyphenyl)-1-((4,5,6,7-tetrahydro-1H-indazol-3-yl)methyl)urea ClC=1C=C(C=CC1F)NC(N(CC1=NNC=2CCCCC12)C1=CC(=CC(=C1)OC)OC)=O